C(CCCCCCCCCCCCCCCCCCCCCCCCCC=CC)(=O)O 27-Nonacosenoic acid